P(=O)([O-])([O-])[O-].C(CCCCCCCC)[NH+](C)C.C(CCCCCCCC)[NH+](C)C.C(CCCCCCCC)[NH+](C)C nonyldimethylammonium phosphate